ClC1=C(C=CC=C1F)C1=CC=CC2=C1NC(=NS2(=O)=O)NCC[C@H](C)OC (S)-5-(2-chloro-3-fluorophenyl)-3-((3-methoxybutyl)amino)-4H-benzo[e][1,2,4]thiadiazine 1,1-dioxide